tert-Butyl (2R,4R)-4-(4-(3-cyanophenyl) picolinamido)-2-methylpyrrolidine-1-carboxylate C(#N)C=1C=C(C=CC1)C1=CC(=NC=C1)C(=O)N[C@@H]1C[C@H](N(C1)C(=O)OC(C)(C)C)C